(8R,9S,13S,14S)-13-methyl-17-oxo-7,8,9,11,12,13,14,15,16,17-decahydro-6H-cyclopenta[a]phenanthren-3-yl 4-(4,4-dimethyl-2-(2-oxoethyl)pentyl)benzoate CC(CC(CC1=CC=C(C(=O)OC=2C=CC=3[C@H]4CC[C@@]5(C(CC[C@H]5[C@@H]4CCC3C2)=O)C)C=C1)CC=O)(C)C